(9,9-dimethyl-9h-xanthene-4,5-diyl)bis(diphenylphosphine) CC1(C2=CC=CC(=C2OC=2C(=CC=CC12)P(C1=CC=CC=C1)C1=CC=CC=C1)P(C1=CC=CC=C1)C1=CC=CC=C1)C